Ethyl 4-chloro-6-(2-furyl)-2-isopropyl-pyrimidine-5-carboxylate ClC1=NC(=NC(=C1C(=O)OCC)C=1OC=CC1)C(C)C